C1C(CC12CCC2)NC(=O)NCC2=CC(=NC=C2)O[C@@H](C(F)(F)F)COC 1-spiro[3.3]hept-2-yl-3-[2-((R)-2,2,2-trifluoro-1-methoxymethyl-ethoxy)-pyridin-4-ylmethyl]-urea